ClC1=CC=C(C=C1)C1(CCNCC1)C1=CC=C(C=C1)C=1C=NNC1 4-(4-chlorophenyl)-4-[4-(1H-pyrazol-4-yl)phenyl]piperidine